1-((2-(trimethylsilyl)ethoxy)methyl)piperidine-2,6-dione C[Si](CCOCN1C(CCCC1=O)=O)(C)C